3-propoxy[1,4'-bipiperidine] C(CC)OC1CN(CCC1)C1CCNCC1